CN(C(OC1=C(C=C2C(=C(C(OC2=C1)=O)CC1=C(C(=CC=C1)NS(NC)(=O)=O)F)CCl)F)=O)C 4-(chloromethyl)-6-fluoro-3-(2-fluoro-3-((N-methylsulfamoyl)amino)benzyl)-2-oxo-2H-chromen-7-yl dimethylcarbamate